FC(COC(C(N1[C@H](CC[C@@H](C1)C)C=1C=CC2=C(CCO2)C1)=O)=O)(F)F.CC=1C(=NC2=CC=CC=C2N1)C=1C=NNC1 |r| methyl-2-(1H-pyrazol-4-yl)quinoxaline 2,2,2-trifluoroethyl-2-oxo-2-[rac-(2R,5S)-2-(2,3-dihydrobenzofuran-5-yl)-5-methyl-1-piperidyl]acetate